OC1C(COC1)(C)N1CCC(CC1)C=1C=C2C=C(N=CC2=CC1C)NC(=O)C1CC2(CC2)C1 N-(6-(1-(4-hydroxy-3-methyltetrahydrofuran-3-yl)piperidin-4-yl)-7-methylisoquinolin-3-yl)spiro[2.3]hexane-5-carboxamide